phenyl(phenylthiophenylphenyl)aminobiphenyl C1(=CC=CC=C1)C=1C(=C(C=CC1)C1=CC=CC=C1)NC1=C(C(=CC=C1)C1=CC=CC=C1)C=1SC=CC1